FC(C=1C(=C(C=CC1)[C@@H](C)NC(=O)C1=CN(C(C=C1N[C@@H]1[C@@H](CNCC1)F)=O)C1(CC1)C(F)F)F)F N-((R)-1-(3-(difluoromethyl)-2-fluorophenyl)ethyl)-1-(1-(difluoromethyl)cyclopropyl)-4-(((3R,4s)-3-fluoropiperidin-4-yl)amino)-6-oxo-1,6-dihydropyridine-3-carboxamide